1-phenyl-indazole C1(=CC=CC=C1)N1N=CC2=CC=CC=C12